tert-butyl 4-[4-(4-bromo-3-cyano-pyrazolo[1,5-a]pyridin-6-yl)-5-methyl-pyrazol-1-yl]piperidine-1-carboxylate BrC=1C=2N(C=C(C1)C=1C=NN(C1C)C1CCN(CC1)C(=O)OC(C)(C)C)N=CC2C#N